3-((6-(2-aminopyridin-4-yl)-1-oxoisoquinolin-2(1H)-yl)methyl)-N-(isochroman-6-yl)benzamide NC1=NC=CC(=C1)C=1C=C2C=CN(C(C2=CC1)=O)CC=1C=C(C(=O)NC=2C=C3CCOCC3=CC2)C=CC1